C1(CCCCC1)C1=CC=C(C=C1)S(=O)(=O)NC1=CC=2C(C3=CC=CC=C3C(C2C(=C1O)O)=O)=O 4-cyclohexyl-N-(3,4-dihydroxy-9,10-dioxo-9,10-dihydroanthracen-2-yl)benzenesulfonamide